[Pt].N(=[N+]=[N-])C1=C(C(=NC=C1)C1=NC=CC=C1)N=[N+]=[N-] diazido-bipyridine platinum